NCC=1N=C2N(C=C(C=C2C(C)(C)O)C2CC2)C1 2-(2-(aminomethyl)-6-cyclopropylimidazo[1,2-a]pyridin-8-yl)propan-2-ol